FC1=CN=C2C(=N1)N(C=C2)COCC[Si](C)(C)C 3-fluoro-5-((2-(trimethylsilyl)ethoxy)methyl)-5H-pyrrolo[2,3-b]pyrazine